C1=CC=CC=2C3=CC=CC=C3C(C12)COC(=O)N[C@H](C(=O)O)C(C)=NOC (2S)-2-(9H-fluoren-9-ylmethoxycarbonylamino)-3-methoxyimino-butyric acid